NC\C=C(\CN1N=NC2=C1C=C(C=C2C2=CC(=CC=C2)S(NC2CC2)(=O)=O)C(=O)NC)/F (Z)-1-(4-amino-2-fluorobut-2-en-1-yl)-4-(3-(N-cyclopropylsulfamoyl)phenyl)-N-methyl-1H-benzo[d][1,2,3]triazole-6-carboxamide